2-(4,6-dimethylpyrazolo[1,5-a]pyrazin-2-yl)-9-methyl-7-(piperidin-4-yl)-4H-pyrido[1,2-a]pyrimidin-4-one CC=1C=2N(C=C(N1)C)N=C(C2)C=2N=C1N(C(C2)=O)C=C(C=C1C)C1CCNCC1